FC(C1=NC(=NO1)C1=CC=C(CP(OCC)(OCC)=O)C=C1)(F)F diethyl (4-(5-(trifluoromethyl)-1,2,4-oxadiazol-3-yl)benzyl)phosphonate